(4R,5R)-5-(3,4-difluorophenyl)-4-(5-((5-fluoro-3-pyridinyl)ethynyl)-3-pyridinyl)-1,3-oxazolidin-2-one FC=1C=C(C=CC1F)[C@@H]1[C@H](NC(O1)=O)C=1C=NC=C(C1)C#CC=1C=NC=C(C1)F